NC1=C2N=CN(C2=NC=N1)C[C@H](OCP(O)(O)=O)C (R)-{[2-(6-amino-9H-purin-9-yl)-1-methylethoxy]methyl}phosphonic acid